C(C1=CC=CC=C1)C=1N(C(C=2NC(=NC2N1)C=1C=NN(C1)C)=O)CCC 2-Benzyl-8-(1-methyl-1H-pyrazol-4-yl)-1-propyl-1,7-dihydro-purin-6-one